N1=C(N=CC2=CC=CC=C12)NCC1(CCNCC1)O 4-((quinazolin-2-ylamino)methyl)piperidin-4-ol